6-(4-methoxyphenyl)-3-azabicyclo[3.1.0]Hexane COC1=CC=C(C=C1)C1C2CNCC12